2-chloro-5-{[(3,3-dimethylbutyryl)amino]methyl}-N-{1-[3-(trifluoromethyl)phenyl]-1H-indazol-4-yl}benzamide ClC1=C(C(=O)NC2=C3C=NN(C3=CC=C2)C2=CC(=CC=C2)C(F)(F)F)C=C(C=C1)CNC(CC(C)(C)C)=O